BrC1=CC=C(C=C1)P(OCC)(=O)CC ethyl (4-bromophenyl)(ethyl)phosphinate